3-(7-(2-(cycloheptylamino)-2-oxoethoxy)naphthalen-2-yl)-3-(7-methoxy-1-methyl-1H-benzo[d][1,2,3]triazol-5-yl)propanoic acid C1(CCCCCC1)NC(COC1=CC=C2C=CC(=CC2=C1)C(CC(=O)O)C1=CC2=C(N(N=N2)C)C(=C1)OC)=O